OB1OCC2=C1C=C(C=C2C(F)(F)F)C(=O)ON2C(CCC2=O)=O 2,5-dioxopyrrolidin-1-yl 1-hydroxy-4-(trifluoromethyl)-1,3-dihydrobenzo[c][1,2]oxaborole-6-carboxylate